4-(2-chloro-4-aminophenoxy)phenylhexafluoropropane dimenthyl-5,5'-diselanediylbis(2-aminobenzoate) C1(CC(C(CC1)C(C)C)OC(C1=C(C=CC(=C1)[Se][Se]C=1C=CC(=C(C(=O)OC2CC(CCC2C(C)C)C)C1)N)N)=O)C.ClC1=C(OC2=CC=C(C=C2)C(C(F)(F)F)C(F)(F)F)C=CC(=C1)N